dioleyl-ammonium chloride [Cl-].C(CCCCCCC\C=C/CCCCCCCC)[NH2+]CCCCCCCC\C=C/CCCCCCCC